tetraoctyl-ammonium tetrafluoroborate F[B-](F)(F)F.C(CCCCCCC)[N+](CCCCCCCC)(CCCCCCCC)CCCCCCCC